C(C)(C)(C)OC(=O)N1CCN(CC1)C1=C(C=C(C=C1)N1C(NC=2C=NC=3C=CC(=CC3C21)Br)=O)C(F)(F)F 4-(4-(8-bromo-2-oxo-2,3-dihydro-1H-imidazo[4,5-c]quinolin-1-yl)-2-(trifluoromethyl)phenyl)piperazine-1-carboxylic acid tert-butyl ester